tert-butyl (4-((8-bromo-4-((4-(pyridin-2-yl)benzyl)amino)pyrazolo[1,5-a][1,3,5]triazin-2-yl)amino)phenyl)carbamate BrC=1C=NN2C1N=C(N=C2NCC2=CC=C(C=C2)C2=NC=CC=C2)NC2=CC=C(C=C2)NC(OC(C)(C)C)=O